3H-9-oxa-2-thia-4-azabenzo[cd]azulen C=1SC2=C3C(=CC=COC13)C=NC2